4-oxobutyl 2-butyloctanoate C(CCC)C(C(=O)OCCCC=O)CCCCCC